C(CCCCCCCCCCCCC)(=O)OC[C@@H](OC(CCCCCCCCCCCCC)=O)COP(=O)(O)OCCN 1,2-di-myristoyl-sn-glycero-3-phosphoethanolamine